2-(Oxetan-3-yl)-2-azaspiro[3.3]heptan-6-yl (8-amino-7-fluoro-6-(4-methyl-5,6,7,8-tetrahydro-1,5-naphthyridin-3-yl)isoquinolin-3-yl)carbamate NC=1C(=C(C=C2C=C(N=CC12)NC(OC1CC2(CN(C2)C2COC2)C1)=O)C=1C=NC=2CCCNC2C1C)F